2,2-bis(4-aminophenoxy)Hexafluoropropane NC1=CC=C(OC(C(F)(F)F)(C(F)(F)F)OC2=CC=C(C=C2)N)C=C1